ClC=1C=C(C=2C(=NC(=C(N2)C)C)N1)C1=C(C=C(C=C1)C)F 6-chloro-8-(2-fluoro-4-methylphenyl)-2,3-dimethylpyrido[2,3-b]pyrazine